FC=1C=NC(=NC1)C=1C(=NN(C1)C)C(=O)O 4-(5-fluoropyrimidin-2-yl)-1-methyl-1H-pyrazole-3-carboxylic acid